[Cl-].C[N+](CCC[Si](OC)(OC)OC)(CCCCCCCCCCCCCC)C dimethyl-tetradecyl-[3-(trimethoxysilyl)-propyl]ammonium chloride